(R)-2-methylpyrrolidine C[C@H]1NCCC1